C(C)(=O)OO.O=C[C@H](O)[C@H](O)[C@H](O)CO ribose peracetate